[Si](C1=CC=CC=C1)(C1=CC=CC=C1)(C(C)(C)C)O[C@@H]1[C@H]2C[C@H]([C@@H](C1)C2)C(=O)OC |r| rac-methyl (1R,2R,4R,5S)-5-((tert-butyldiphenylsilyl)oxy)bicyclo[2.2.1]heptane-2-carboxylate